CN1C(N(C=2N=C(N(C2C1=O)C)C)C)=O 1,3,7,8-tetramethyl-3,7-dihydro-1H-purine-2,6-dione